methyl 2-cyano-2-[4-(3,5-dimethylisoxazol-4-yl)-5-methoxy-2-nitro-phenyl]acetate C(#N)C(C(=O)OC)C1=C(C=C(C(=C1)OC)C=1C(=NOC1C)C)[N+](=O)[O-]